1-(3-chlorophenyl)-3-(5-fluoro-2-hydroxymethylphenyl)urea ClC=1C=C(C=CC1)NC(=O)NC1=C(C=CC(=C1)F)CO